C(C)[Si](C)(CC)NC(CN(CCCC)CCCC)(C)C (diethylmethylsilyl)(2-dibutylamino-1,1-dimethylethyl)amine